4-amino-7-chloro-N-(2-propanyl)-N-((1S)-1-(5-(trifluoromethyl)-2-pyridinyl)ethyl)-1,3-dihydrofuro[3,4-c]quinoline-8-carboxamide NC1=NC=2C=C(C(=CC2C2=C1COC2)C(=O)N([C@@H](C)C2=NC=C(C=C2)C(F)(F)F)C(C)C)Cl